CNC=1C2=C(N=C(N1)NC1=CC=C(C3=C1OCCO3)C(=O)N3CCN(CC3)C3COC3)NC=C2C(F)(F)F (8-((4-(methylamino)-5-(trifluoromethyl)-7H-pyrrolo[2,3-d]pyrimidin-2-yl)amino)-2,3-dihydrobenzo[b][1,4]dioxin-5-yl)(4-(oxetan-3-yl)piperazin-1-yl)methanone